3-(5-ethyl-1,3-thiazol-2-yl)-5-[(3R)-tetrahydrofuran-3-ylmethoxy]-N-{(1R)-1-[6-(trifluoromethyl)pyridazin-3-yl]ethyl}benzamide C(C)C1=CN=C(S1)C=1C=C(C(=O)N[C@H](C)C=2N=NC(=CC2)C(F)(F)F)C=C(C1)OC[C@H]1COCC1